2,6-Dichlorophenyl-methanol ClC1=C(C(=CC=C1)Cl)CO